6-(hydroxymethyl)-8,9-dihydro-indolizino[6,5,4,3-ija]quinoxalin-3(4H)-one OCC=1C=C2NC(C=3N4C2=C(C1)CCC4=CC3)=O